(2R)-2-(4-fluorophenyl)-2-methoxy-N-[5-[[(3R)-1-(5-methylpyridazin-3-yl)pyrrolidin-3-yl]amino]-1,3,4-thiadiazol-2-yl]acetamide FC1=CC=C(C=C1)[C@H](C(=O)NC=1SC(=NN1)N[C@H]1CN(CC1)C=1N=NC=C(C1)C)OC